1-ethyl-3-(2,3,5,6-tetrafluorophenoxy)azetidine C(C)N1CC(C1)OC1=C(C(=CC(=C1F)F)F)F